ClC1=C(C=CC(=C1F)F)C1N=C(NC(=C1C(=O)OCC)[C@@H]1CC[C@H](CC1)C=1C(=NN(C1)CCC(=O)OC)C)C=1SC=CN1 (trans)-ethyl 4-(2-chloro-3,4-difluorophenyl)-6-(4-(1-(3-methoxy-3-oxopropyl)-3-methyl-1H-pyrazol-4-yl)cyclohexyl)-2-(thiazol-2-yl)-1,4-dihydropyrimidine-5-carboxylate